6-(5,7-dichloro-2,3-diphenylpyrazolo[1,5-a]pyrimidin-6-yl)quinoline ClC1=NC=2N(C(=C1C=1C=C3C=CC=NC3=CC1)Cl)N=C(C2C2=CC=CC=C2)C2=CC=CC=C2